1-(4-morpholinophenyl)-1H-1,2,3-triazole-4-carboxamide O1CCN(CC1)C1=CC=C(C=C1)N1N=NC(=C1)C(=O)N